BrC=1C(=C2C(=NC1)NC(=N2)C2=C(N(C(=C2)C)C2=CC=C(C(=O)O)C=C2)C)N[C@@H]2CN(CC2)S(=O)(=O)CC (S)-4-(3-(6-bromo-7-((1-(ethylsulfonyl)pyrrolidine-3-yl)amino)-3H-imidazo[4,5-b]pyridine-2-yl)-2,5-dimethyl-1H-pyrrol-1-yl)benzoic acid